FC(C(C(F)(F)F)(C)C(F)(F)OC(C(C(F)(F)F)(C(F)(F)F)C)(F)F)(F)F Hexafluoro-t-butyl-difluoromethylether